acryloyloxydodecyldithiophosphate C(C=C)(=O)OCCCCCCCCCCCCSP(=S)([O-])[O-]